C(CCCCCC)C(O[Si](OCCCCCCNCCCCO)(C)C)OCCCCCCCC 15-heptyl-13,13-dimethyl-12,14,16-trioxa-5-aza-13-silatetracosan-1-ol